Tri(2,3-dimethyl-2-butyl)citrat CC(C)(C(C)C)C(C(C(C(=O)[O-])(C(C)(C(C)C)C)C(C)(C(C)C)C)(O)C(=O)[O-])C(=O)[O-]